4-(R-ethylsulfonimidoyl)benzamide C(C)[S@](=O)(=N)C1=CC=C(C(=O)N)C=C1